N-CYCLOPROPYL-3-(4-FORMYLPIPERIDIN-1-YL)PROPANAMIDE C1(CC1)NC(CCN1CCC(CC1)C=O)=O